ClC1=C(C(=C(C=C1)C1(CC1)C(=O)OC)OC)F methyl 1-(4-chloro-3-fluoro-2-methoxyphenyl)cyclopropane-1-carboxylate